7-amino-8-(3-hydroxy-2,6-dimethylphenyl)-2,4-dimethyl-8H-oxazolo[5,4-g]indole-6-carboxamide NC=1N(C=2C3=C(C(=CC2C1C(=O)N)C)OC(=N3)C)C3=C(C(=CC=C3C)O)C